P(=O)(OCCNC([C@H](CCN=[N+]=[N-])NC(=O)OC(C)(C)C)=O)(OCC[N+](C)(C)C)[O-] (S)-2-(4-azido-2-((tert-butoxycarbonyl)amino)butanamido)ethyl (2-(trimethylammonio)ethyl) phosphate